Diethyl 1-[2-(4-chloro-3-methylphenyl)-2-oxoethyl]-4-(pentafluoroethyl)-1H-pyrazole-3,5-dicarboxylate ClC1=C(C=C(C=C1)C(CN1N=C(C(=C1C(=O)OCC)C(C(F)(F)F)(F)F)C(=O)OCC)=O)C